2-chloro-9,10-bis(isobutoxy)anthracene ClC1=CC2=C(C3=CC=CC=C3C(=C2C=C1)OCC(C)C)OCC(C)C